C(C1=CC=CC=C1)NC1=NC(=NN2C1=CC=C2C2CN(CC2)S(=O)(=O)C)N2C(=CC=1C(=CC=CC21)C(=O)N)C 1-(4-(benzylamino)-7-(1-(methylsulfonyl)pyrrolidin-3-yl)pyrrolo[2,1-f][1,2,4]triazin-2-yl)-2-methyl-1H-indole-4-carboxamide